(S)-6-(tert-butyl)-2-cyclopropyl-3-(cyclopropylmethoxy)-10-oxo-5,10-dihydro-6H-pyrido[1,2-H][1,7]naphthyridine-9-carboxylic acid C(C)(C)(C)[C@@H]1CC=2C=C(C(=NC2C=2N1C=C(C(C2)=O)C(=O)O)C2CC2)OCC2CC2